(R)-N-(1-(2-methyl-3-(trifluoromethyl)phenyl)ethyl)-7-(piperazin-1-yl)isoquinolin-1-amine CC1=C(C=CC=C1C(F)(F)F)[C@@H](C)NC1=NC=CC2=CC=C(C=C12)N1CCNCC1